C(C)C=1C=CC2=C(NC(=N2)C2=CC(=CN2)C(=O)C2=C(C=CC=C2)C(F)(F)F)C1 [5-(6-ethyl-1H-benzimidazol-2-yl)-1H-pyrrol-3-yl]-[2-(trifluoromethyl)phenyl]methanone